(R)-7-((5-(2-((dimethyl-amino)methyl)morpholino)pyridin-2-yl)amino)-4-(7-fluoroimidazo[1,2-a]pyridin-3-yl)isoindolin-1-one CN(C)C[C@H]1OCCN(C1)C=1C=CC(=NC1)NC=1C=CC(=C2CNC(C12)=O)C1=CN=C2N1C=CC(=C2)F